N-[[2-(3-methylmorpholin-4-yl)-3-pyridinyl]methyl]-6-[4-(trifluoromethoxy)phenyl]pyridazine-4-carboxamide CC1N(CCOC1)C1=NC=CC=C1CNC(=O)C1=CN=NC(=C1)C1=CC=C(C=C1)OC(F)(F)F